C(C1=CC=CC=C1)N1C=NC2=CC=CC(=C2C1=O)NC(C1=CC(=C(C=C1)OCOCC[Si](C)(C)C)Cl)=O N-(3-benzyl-4-oxo-3,4-dihydro-quinazolin-5-yl)-3-chloro-4-{[2-(trimethylsilyl)ethoxy]methoxy}benzamide